2,5-dioxopyrrolidin-1-yl 3-(2,5-bis(4-fluorophenyl)-1H-pyrrol-3-yl)propanoate FC1=CC=C(C=C1)C=1NC(=CC1CCC(=O)ON1C(CCC1=O)=O)C1=CC=C(C=C1)F